C(#N)C1=CC(=C(C(=C1)F)N1CCC(CC1)N1CCCCC1)F [1-(4-cyano-2,6-difluoro-phenyl)-piperidin-4-yl]-piperidine